dimethoxyphosphoryl-acetate COP(=O)(OC)CC(=O)[O-]